3-{1-[4-((R)-3-dimethylamino-piperidine-1-carbonyl)-phenyl]-1H-[1,2,3]triazol-4-yl}-6,7-difluoro-1H-quinolin-2-one CN([C@H]1CN(CCC1)C(=O)C1=CC=C(C=C1)N1N=NC(=C1)C=1C(NC2=CC(=C(C=C2C1)F)F)=O)C